C(C)(C)(C)OC(=O)[C@@H]1CC[C@H](CC1)CN1CCN(CC1)C1=CC=C2C(=NN(C2=C1)C)C=1C(=NC(=CC1)OCC1=CC=CC=C1)OCC1=CC=CC=C1 trans-tert-butyl-4-((4-(3-(2,6-bis(benzyloxy)pyridin-3-yl)-1-methyl-1H-indazol-6-yl)piperazin-1-yl)methyl)cyclohexane-1-carboxylate